FC1=CC=C(C=C1)C1SCC(N1C1=C(C=C(C(=O)NS(=O)(=O)CC(C)C)C=C1)C)=O 4-[2-(4-fluorophenyl)-4-oxo-1,3-thiazolidin-3-yl]-3-methyl-N-[(2-methylpropyl)sulfonyl]benzamide